2-(3-nitrophenoxy)acetamide [N+](=O)([O-])C=1C=C(OCC(=O)N)C=CC1